CN(C=1SC=2N=C(SC2N1)C1=NC=C(C=N1)C=1C=NNC1)[C@@H]1CNCCC1 N-methyl-N-[(3S)-piperidin-3-yl]-5-[5-(1H-pyrazol-4-yl)pyrimidin-2-yl][1,3]thiazolo[5,4-d][1,3]thiazol-2-amine